1-(5-chloropyrimidin-2-yl)cyclopropane-1-carboxylic acid ClC=1C=NC(=NC1)C1(CC1)C(=O)O